N-[(1S)-1-[2-(6-cyanopyrimidin-4-yl)-5-methyl-1,2,4-triazol-3-yl]ethyl]carbamic acid tert-butyl ester C(C)(C)(C)OC(N[C@@H](C)C=1N(N=C(N1)C)C1=NC=NC(=C1)C#N)=O